4-methyl-N-((3-methyl-2-(4-methylpyridazin-3-yl)-1H-indol-5-yl)methyl)pyrimidine-5-carboxamide ethyl-(S)-3-amino-3-(4'-methylbiphenyl-3-yl)propanoate C(C)OC(C[C@@H](C=1C=C(C=CC1)C1=CC=C(C=C1)C)N)=O.CC1=NC=NC=C1C(=O)NCC=1C=C2C(=C(NC2=CC1)C=1N=NC=CC1C)C